tert-butyl (S)-1-(aminomethyl)-5-chloro-7-fluoro-8-((4,5,6,7-tetrahydro-[1,2,3]triazolo[1,5-a]pyridin-3-yl)methoxy)-3,4-dihydroisoquinoline-2(1H)-carboxylate NC[C@H]1N(CCC2=C(C=C(C(=C12)OCC=1N=NN2C1CCCC2)F)Cl)C(=O)OC(C)(C)C